FC1(CCN(CCC1)C=1N=NC(=C(C1C(=O)OC)C)C1=CC=CC=C1)F methyl 3-(4,4-difluoroazepan-1-yl)-5-methyl-6-phenylpyridazine-4-carboxylate